COC1=C(C(=CC(=C1)C1=NC2=C(N1C1COC1)C=CC(=C2)N2CCN(CC2)C)O)O 3-methoxy-5-(5-(4-methylpiperazin-1-yl)-1-(oxetan-3-yl)-1H-benzo[d]imidazol-2-yl)benzene-1,2-diol